1,5,11-triaminoundecane NCCCCC(CCCCCCN)N